7-((4-(cyclobutanecarbonyl)piperazin-1-yl)methyl)-3-ethylquinoxalin-2(1H)-one C1(CCC1)C(=O)N1CCN(CC1)CC1=CC=C2N=C(C(NC2=C1)=O)CC